C(CC)SCCO[Si](=O)[O-] 2-propylthioethoxysilaneAt